2-(2-(4-bromophenyl)-2,2-difluoroethyl)-1,4-dioxan BrC1=CC=C(C=C1)C(CC1OCCOC1)(F)F